C(\C=C/C(=O)[O-])(=O)[O-].C(CCCCCCC)[Sn+2]CCCCCCCC di-n-octyltin maleate salt